C(C)(C)(C)OC(C(C(CC)C)NC(CN1C(C(C2=C(C(=CC(=C12)F)C(F)(F)F)F)(C)C)=O)=O)=O 2-[4,7-difluoro-3,3-dimethyl-2-oxo-5-(trifluoromethyl)indol-1-yl]acetamido-3-methylpentanoic acid tert-butyl ester